COC(=O)C=1C=C2C=CC(=NC2=CC1)OC1CCOCC1 2-((Tetrahydro-2H-pyran-4-yl)oxy)quinoline-6-carboxylic acid methyl ester